FC(N1N=C(C=C1)[C@H](C)N)F (1S)-1-[1-(difluoromethyl)pyrazol-3-yl]Ethylamine